1-(2-methoxyethyl)-2-((4-(6-((2-methyl-2H-1,2,3-triazol-4-yl)methoxy)pyridin-2-yl)piperidin-1-yl)methyl)-1H-benzo[d]imidazole-6-carboxylic acid COCCN1C(=NC2=C1C=C(C=C2)C(=O)O)CN2CCC(CC2)C2=NC(=CC=C2)OCC2=NN(N=C2)C